S(=O)(=O)(O)CCCC(C(=O)[O-])=C.S(=O)(=O)(O)CCCOC(C=C)=O.[Na+] sodium 3-sulfopropylacrylate (3-sulfopropylacrylate)